(R)-(1-(benzo[d][1,3]dioxol-5-yl)propan-2-yl)urethane O1COC2=C1C=CC(=C2)C[C@@H](C)NC(=O)OCC